C1(CCCC1)NC1=CC(=C2C(NC(=NC2=C1)CS[C@H]1[C@@H](CNCC1)F)=O)F 7-(Cyclopentylamino)-5-fluoro-2-(((trans-3-fluoropiperidin-4-yl)thio)methyl)quinazolin-4(3H)-one